Tert-butyl (1-(5-(6-chloro-4-(isopropylamino)pyridin-3-yl)-1,3,4-thiadiazol-2-yl)-2-oxabicyclo[2.2.2]octan-4-yl)carbamate ClC1=CC(=C(C=N1)C1=NN=C(S1)C12OCC(CC1)(CC2)NC(OC(C)(C)C)=O)NC(C)C